FC(OC1=CC=C(C=C1)N1N=C(C2=CC=CC=C12)CNC(OC(C)(C)C)=O)(F)F tert-butyl ((1-(4-(trifluoromethoxy)phenyl)-1H-indazol-3-yl)methyl)carbamate